ClC1=C(C=CC(=C1)F)C1=CC(OC2=NC(=CC=C21)O)=O 4-(2-chloro-4-fluorophenyl)-7-hydroxy-2H-pyrano[2,3-B]pyridin-2-one